CN(C)CCCN(CCCN)CCCN(C)C N,N-Bis(dimethylaminopropyl)-N-(3-aminopropyl)-amine